CN1C(=CC=2C=NC=CC21)CN2C(C1=CC=CC=C1C2=O)=O 2-((1-Methyl-1H-pyrrolo[3,2-c]pyridin-2-yl)methyl)isoindoline-1,3-dione